C(#N)C=1C=CC(=C(C1)C1=NN=C(O1)C(=O)N[C@@H]1C[C@H](N(C1)C(=O)OC(C)(C)C)COC)OC tert-butyl (2S,4R)-4-(5-(5-cyano-2-methoxyphenyl)-1,3,4-oxadiazole-2-carboxamido)-2-(methoxymethyl)pyrrolidine-1-carboxylate